C(C(C)C)C=1C=CC(=C(C1)N1CCN(CC1)CC=1N=NC(=CC1)C)C=1N=NNN1 3-[[4-[5-isobutyl-2-(2H-tetrazol-5-yl)phenyl]piperazin-1-yl]methyl]-6-methyl-pyridazine